Yttrium Chloride [Cl-].[Y+3].[Cl-].[Cl-]